C(C)(=O)NNC(C=1C(O)=CC=CC1)=O N-acetyl-N'-salicyloylhydrazine